C(=O)OCC(CO)O 2,3-dihydroxypropyl formate